BrC1=CC2=C(NC(O2)=O)C=C1[N+](=O)[O-] 6-bromo-5-nitrobenzo[d]oxazol-2(3H)-one